COC1=NC=CC(=C1)N1C=C2C=NN=C(C2=CC1=O)C 6-(2-methoxypyridin-4-yl)-1-methylpyrido[3,4-d]pyridazin-7(6H)-one